(1R,5S)-6-oxa-3-azabicyclo[3.1.1]heptan [C@@H]12CNC[C@@H](O1)C2